FC=1C=C2C(=CC(N(C2=CC1)C)=O)C(F)(F)F 6-fluoro-1-methyl-4-(trifluoromethyl)quinolin-2(1H)-one